1,2-difluoro-3-nitro-benzene FC1=C(C(=CC=C1)[N+](=O)[O-])F